C(C1=CC=CC=C1)OC1(COCC2=C1OC(C1=C2C=C(S1)C=1C=NN(C1)C1OCCCC1)=O)CC(=C)C 4-(benzyloxy)-4-(2-methylallyl)-8-(1-(tetrahydro-2H-pyran-2-yl)-1H-pyrazol-4-yl)-3,4-dihydro-1H,6H-pyrano[4,3-b]thieno[3,2-d]pyran-6-one